FC1(CC2(C1)CC(N(CC2)CC2=C1C=CNC1=C(C=C2OC)C)C2=C(C=C(C(=O)O)C=C2)NC)F 4-(2,2-difluoro-7-((5-methoxy-7-methyl-1H-indol-4-yl)methyl)-7-azaspiro[3.5]nonan-6-yl)-3-(methylamino)benzoic acid